methacryloyloxyethyl-trimethyl-ammonium chloride [Cl-].C(C(=C)C)(=O)OCC[N+](C)(C)C